5-[4-amino-5-(trifluoromethyl)pyrrolo[2,1-f][1,2,4]triazin-7-yl]-4-fluoro-N-[(3R,4S)-4-fluoro-1-(4-methylpyridine-2-carbonyl)pyrrolidin-3-yl]-2-methylbenzamide NC1=NC=NN2C1=C(C=C2C=2C(=CC(=C(C(=O)N[C@@H]1CN(C[C@@H]1F)C(=O)C1=NC=CC(=C1)C)C2)C)F)C(F)(F)F